(1R,3R,5R)-N-((R)-(2,5-difluoro-4-(trifluoromethyl)phenyl)((1s,3S)-3-hydroxycyclobutyl)methyl)-2-(2-(difluoromethyl)isonicotinoyl)-2-azabicyclo[3.1.0]hexane-3-carboxamide FC1=C(C=C(C(=C1)C(F)(F)F)F)[C@H](NC(=O)[C@@H]1N([C@@H]2C[C@@H]2C1)C(C1=CC(=NC=C1)C(F)F)=O)C1CC(C1)O